CN1C(CCC1=O)=O N-methyl-succinimide